N1C(C=CC2=CC=C3C=CC=NC3=C12)=N Phenanthrolinimin